propylaniline hydrochloride Cl.C(CC)NC1=CC=CC=C1